COC(=O)C=1C(C=C2N(C(CC3=CC(=C(C=C23)OC)C2=NN(C=N2)CC(=O)OCC)C(C)(C)C)C1)=O 6-tert-butyl-9-[1-(2-ethoxy-2-oxoethyl)-1H-1,2,4-triazol-3-yl]-10-methoxy-2-oxo-6,7-dihydro-2H-pyrido[2,1-a]Isoquinoline-3-carboxylic acid methyl ester